ClC=1C(=NC(=NC1)NC1=C(C=C2CCN(CC2=C1)C)OC)NC1=C(C=C(C=C1)NC)P(C)(C)=O (2-((5-chloro-2-((6-methoxy-2-methyl-1,2,3,4-tetrahydroisoquinolin-7-yl)amino)pyrimidin-4-yl)amino)-5-(methylamino)phenyl)dimethyl-phosphine oxide